N-(((3-bromoprop-2-yn-1-yl)oxy)carbonyl)-N-methylglycine BrC#CCOC(=O)N(CC(=O)O)C